1,5-anhydro-2,3-dideoxy-3-(7,8-dimethyl-6-(4-(6-methylpyridazin-4-yl)benzyl)-4-oxoquinazolin-3(4H)-yl)-L-threo-pentitol CC1=C(C=C2C(N(C=NC2=C1C)[C@H]1CCOC[C@@H]1O)=O)CC1=CC=C(C=C1)C1=CN=NC(=C1)C